dimethyl 2-(bis(4-(tert-butyl) phenyl) amino)-5-bromoisophthalate C(C)(C)(C)C1=CC=C(C=C1)N(C1=C(C(=O)OC)C=C(C=C1C(=O)OC)Br)C1=CC=C(C=C1)C(C)(C)C